CC1(CN(C1)CC=1C=C2C(N(CC2=C(C1)C(F)(F)F)C1=CC(=CC=C1)C1(COC1)CC1=NN=CN1C)=O)C(=O)O 3-methyl-1-((2-(3-(3-((4-methyl-4H-1,2,4-triazol-3-yl)methyl)oxetan-3-yl)phenyl)-3-oxo-7-(trifluoromethyl)isoindolin-5-yl)methyl)azetidine-3-carboxylic acid